C(C1=CC=CC=C1)OC1=NC(=CC=C1C1=NN(C2=CC=C(C=C12)OC[C@H]1CN(CC1)C(=O)OC(C)(C)C)C)OCC1=CC=CC=C1 (R)-tert-butyl 3-(((3-(2,6-bis(benzyloxy)pyridin-3-yl)-1-methyl-1H-indazol-5-yl)oxy)methyl)pyrrolidine-1-carboxylate